3-(3-hydroxy-4-methoxyphenyl)-1,5-dihydro-2,4-benzodioxepine OC=1C=C(C=CC1OC)C1OCC2=C(CO1)C=CC=C2